BrCC1=C(C=CC=C1)OC(C)C (bromomethyl)-2-(prop-2-yloxy)benzene